5-(2-(cyclobutylmethyl)-7H-pyrrolo[2,3-d]pyrimidin-5-yl)-3-(2,2-difluoroethyl)-2-methyl-3H-imidazo[4,5-b]pyridine C1(CCC1)CC=1N=CC2=C(N1)NC=C2C2=CC=C1C(=N2)N(C(=N1)C)CC(F)F